C(C)OC=1C=C(C=CC1OC)[C@@H](CS(=O)(=O)C)N (S)-1-(3-ethoxy-4-methoxyphenyl)-2-methanesulfonyl-ethylamine